3-(3-ethyl-7-((1-methylpiperidin-4-yl)amino)benzofuran-2-yl)prop-2-yn C(C)C1=C(OC2=C1C=CC=C2NC2CCN(CC2)C)C#CC